4-(3-((2,6-dimethyloctan-2-yl)oxy)prop-1-en-1-yl)-2-methoxyphenol CC(C)(CCCC(CC)C)OCC=CC1=CC(=C(C=C1)O)OC